[C].IF iodine fluoride carbon